C1=C(C=CC=2OCCOCCOC3=C(OCCOCCOC21)C=C(C=C3)S(=O)(=O)Cl)S(=O)(=O)Cl 6,7,9,10,17,18,20,21-octahydrodibenzo[b,k][1,4,7,10,13,16]hexaoxacyclooctadecine-2,14-disulfonyl dichloride